N-(6,7-Difluoro-4-oxo-2-pyrrolidin-1-yl-4H-quinazolin-3-yl)-2-(3,5-difluoro-phenyl)-acetamide FC=1C=C2C(N(C(=NC2=CC1F)N1CCCC1)NC(CC1=CC(=CC(=C1)F)F)=O)=O